N=S(=O)CC1=C(C=C(C=C1)OC)C(F)(F)F imino[4-methoxy-2-(trifluoromethyl)phenyl]methyl-λ6-sulfanone